NC1=NNC2=CC=C(C(=C12)C)C1=C(C=C(C=C1)S(=O)(=O)N1CC(CC1)O)C 1-((4-(3-amino-4-methyl-1H-indazol-5-yl)-3-methylphenyl)sulfonyl)pyrrolidin-3-ol